(S)-tert-butyl (1-(1-(4-methoxybenzyl)-6-(4,4,5,5-tetramethyl-1,3,2-dioxaborolan-2-yl)-1H-indazol-4-yl)pyrrolidin-3-yl)carbamate COC1=CC=C(CN2N=CC3=C(C=C(C=C23)B2OC(C(O2)(C)C)(C)C)N2C[C@H](CC2)NC(OC(C)(C)C)=O)C=C1